(S)-1-(3-fluoropropyl)-3-(4-(4,4,5,5-tetramethyl-1,3,2-dioxaborolan-2-yl)-phenoxy)pyrrolidine FCCCN1C[C@H](CC1)OC1=CC=C(C=C1)B1OC(C(O1)(C)C)(C)C